2-methylpyrido[3,2-a]pyrido[1',2':1,2]imidazo[4,5-c]phenazine CC=1C=CC=2N(C=3C(=C4C(=C5N=C6C=CC=CC6=NC35)C=CC=N4)N2)C1